3,5-Dimethyl-1,2-oxazole-4-carbaldehyde CC1=NOC(=C1C=O)C